Tert-butyl (R)-4-((1-((benzyloxy)carbonyl)pyrrolidin-3-yl)methyl)piperazine-1-carboxylate C(C1=CC=CC=C1)OC(=O)N1C[C@H](CC1)CN1CCN(CC1)C(=O)OC(C)(C)C